O=C(C(=O)OCC(F)(F)F)N1[C@H](CN([C@@H](C1)C)CC)C1=CC=CC=C1 |r| 2,2,2-trifluoroethyl 2-oxo-2-[rac-(2S,5R)-4-ethyl-5-methyl-2-phenyl-piperazin-1-yl]acetate